N-{[5-(3,3-difluorocyclobutyl)-6-fluoropyridin-2-yl](phenyl)methyl}-4-fluoro-1-[2-(1,3-oxazol-2-yl)acetyl]pyrrolidine-2-carboxamide FC1(CC(C1)C=1C=CC(=NC1F)C(NC(=O)C1N(CC(C1)F)C(CC=1OC=CN1)=O)C1=CC=CC=C1)F